CC1OCCNC1 6-methyl-morpholine